(2S)-N-(4-fluorophenyl)-N-(oxetan-3-yl)pyrrolidine-2-carboxamide FC1=CC=C(C=C1)N(C(=O)[C@H]1NCCC1)C1COC1